tert-butyl (S)-2-(2-(cyclopropylcarbamoyl)-6-(3-methyl-1H-pyrrolo[2,3-b]pyridin-5-yl)-1,2,3,4-tetrahydroisoquinolin-8-yl)pyrrolidine-1-carboxylate C1(CC1)NC(=O)N1CC2=C(C=C(C=C2CC1)C=1C=C2C(=NC1)NC=C2C)[C@H]2N(CCC2)C(=O)OC(C)(C)C